niobium-thallium-rhenium [Re].[Tl].[Nb]